C1(=CC=CC=C1)S(=O)(=O)C(C(=O)[O-])=CC=CN1CCCC1 2-phenylsulfonyl-5-(1-tetrahydropyrrolyl)-2,4-pentadienoate